C1(CC1)NC(C(F)(F)C1=CC=C(C=C1)OC1=NC=NC2=CC(=C(C=C12)OC)OC)=O N-cyclopropyl-2-(4-((6,7-dimethoxyquinazolin-4-yl)oxy)phenyl)-2,2-difluoroacetamide